C1=C(C=CC2=CC=CC=C12)OC1=CC2=CC=CC=C2C=C1.[P] phosphorus di(2-naphthyl) oxide